FC=1C(=C2C(=NC(=NN2C1)N[C@H]1[C@H](CN(CC1)CCOC)F)OC)C=1C=CC2=C(N(N=N2)CC(F)(F)F)C1 6-fluoro-N-((3S,4R)-3-fluoro-1-(2-methoxyethyl)piperidin-4-yl)-4-methoxy-5-(1-(2,2,2-trifluoroethyl)-1H-benzo[d][1,2,3]triazol-6-yl)pyrrolo[2,1-f][1,2,4]triazin-2-amine